NC1=CC(=NC(N1O)=N)N1CCCCC1 6-amino-1,2-dihydro-1-hydroxy-2-imino-4-piperidinylpyrimidine